P(O)(=O)(OP(=O)(O)O)OC[C@@H]1[C@H](C[C@@H](O1)N1C=NC=2C(=O)NC(N)=NC12)N 3'-amino-dideoxyguanosine 5'-diphosphate